azolimin N=1C(C=CC1)=N